1-[(2R,6S)-6-(hydroxymethyl)-6-(triisopropylsilyloxymethyl)morpholin-2-yl]-5-methyl-pyrimidine-2,4-dione OC[C@]1(O[C@H](CNC1)N1C(NC(C(=C1)C)=O)=O)CO[Si](C(C)C)(C(C)C)C(C)C